(2R)-N-((S)-(3-chloro-2,4-difluorophenyl)(cis-3-methoxycyclobutyl)methyl)-2-methyl-3-oxopiperazine-1-carboxamide ClC=1C(=C(C=CC1F)[C@@H](NC(=O)N1[C@@H](C(NCC1)=O)C)[C@@H]1C[C@@H](C1)OC)F